C1(CC1)S(=O)(=O)NC(=O)C1=CC=C2C(=NN(C2=C1)C(=O)OC(C)(C)C)I tert-Butyl 6-((cyclopropylsulfonyl)carbamoyl)-3-iodo-1H-indazole-1-carboxylate